C(C)OC(CC1N(CCNC1=O)CC1=CC=CC=C1)=O 2-(1-benzyl-3-oxopiperazin-2-yl)acetic acid ethyl ester